C1=C(C=CC2=CC=CC=C12)C1=CC=C(C=C1)C1=C(C=C(C=C1)C1=CC=CC=C1)B1OC(C(O1)(C)C)(C)C 2-[4-(naphthalen-2-yl)[1,1':4',1''-terphenyl]-2'-yl]-4,4,5,5-tetramethyl-1,3,2-dioxaborolan